ClC1=C(C=C(C=C1)NC(=O)C1=C(C(=NN1C)C(C(F)(F)F)(F)F)C(F)(F)F)C(=O)NCC1=CC=CC=C1 N-[4-chloro-3-[[(phenylmethyl)amino]carbonyl]-phenyl]-1-methyl-3-(1,1,2,2,2-pentafluoroethyl)-4-(trifluoromethyl)-1H-pyrazole-5-carboxamide